C(C1=CC=CC=C1)NC1=C2N=CN(C2=NC=N1)[C@@H]1CC(OC1)(C)C (3aR,4R,6S,6aS)-4-(6-(benzylamino)-9H-purin-9-yl)-2,2-dimethyltetrahydrofuran